Isostearat C(CCCCCCCCCCCCCCC(C)C)(=O)[O-]